Cl.ClC=1N=C(N2N=C(N=CC21)N[C@H]2[C@@H](CNCC2)F)C2(CCC2)C (3R,4R)-N-[5-chloro-7-(1-methylcyclobutyl)imidazo[4,3-f][1,2,4]triazin-2-yl]-3-fluoropiperidin-4-amine hydrochloride